CCCC#CCCC oct-4-yne